(R)-N-cyclopropyl-3-hydroxy-N-methylpyrrolidine-1-carboxamide C1(CC1)N(C(=O)N1C[C@@H](CC1)O)C